CC1=CC2=C(C3=CC=CC=C3C(=C2C=C1C)OC(C)C)OC(C)C 2,3-dimethyl-9,10-di(isopropoxy)anthracene